CC=1C(=CC=2N(C1)C(=CN2)C2=CC(NC1=CC=CC=C21)=O)C=2C=NN(C2)C2CCNCC2 4-(6-methyl-7-(1-(piperidin-4-yl)-1H-pyrazol-4-yl)imidazo[1,2-a]pyridin-3-yl)quinolone